ClC=1C=C(C=NC1OC)NC(=O)NC=1C=NC=2C=CN(C(C2C1C(C)OC)=O)C N-(5-chloro-6-methoxypyridin-3-yl)-N'-(4-(1-methoxyethyl)-6-methyl-5-oxo-5,6-dihydro-1,6-naphthyridin-3-yl)urea